2-(3-trifluoromethylphenyl-sulfonyl)acetonitrile FC(C=1C=C(C=CC1)S(=O)(=O)CC#N)(F)F